C(CCC)NCCCCCCCCCCCCN N-butyldodecane-1,12-diamine